FC(C=1NC2=CC=CC=C2C1C=1C(NC2=CC=CC=C2N1)=O)(F)F 3-(2-(trifluoromethyl)-indole-3-yl)quinoxaline-2-one